Cl.N[C@](C(=O)NC(C(=C=O)N1CCC2(CC1)CN(C1=CC=CC=C12)S(=O)(=O)C)COCC1=CC=CC=C1)(C)C([2H])([2H])[2H] (R)-2-amino-N-(3-(benzyloxy)-1-(1-(methylsulfonyl)spiro[indoline-3,4'-piperidine]-1'-yl)-1-carbonylpropan-2-yl)-2-(methyl-d3)propanamide hydrochloride